bis[2-(diphenylphosphino)cyclopenta-2,4-dien-1-yl]iron C1(=CC=CC=C1)P(C=1C(C=CC1)[Fe]C1C(=CC=C1)P(C1=CC=CC=C1)C1=CC=CC=C1)C1=CC=CC=C1